COC1=C(C2=C(N(C(N2C)=O)C2C(N(C(CC2)=O)CC2=CC=C(C=C2)OC)=O)C=C1)C1CCN(CC1)C(=O)OC(C)(C)C Tert-butyl 4-(5-methoxy-1-(1-(4-methoxybenzyl)-2,6-dioxopiperidin-3-yl)-3-methyl-2-oxo-2,3-dihydro-1H-benzo[d]imidazol-4-yl)piperidine-1-carboxylate